ClC1=C(C=CC(=C1)Cl)N1N=C(C=C1)OCC=C(C(C(=O)NC)=NOC)C 5-[1-(2,4-dichlorophenyl)pyrazol-3-yl]oxy-2-methoxyimino-N,3-dimethyl-pent-3-enamide